N1N=C(N=C1)C(=O)OCC ethyl 1,2,4-triazole-3-carboxylate